4-(4-Amino-3-bromo-phenyl)-piperidine-1-carboxylic acid tert-butyl ester C(C)(C)(C)OC(=O)N1CCC(CC1)C1=CC(=C(C=C1)N)Br